ethyl 2-[2-(4-benzyloxy-6-chloro-pyrazolo[3,4-d]pyrimidin-1-yl)-5-fluoro-phenoxy]acetate C(C1=CC=CC=C1)OC1=C2C(=NC(=N1)Cl)N(N=C2)C2=C(OCC(=O)OCC)C=C(C=C2)F